CN1C(C(CCC1)CC1=CC=2N(N=C1)C=C(N2)[C@H](C2CCCCCC2)NC(=O)OCC2=CC=CC=C2)=O methyl-3-((2-((S)-(((benzyloxy)carbonyl)amino)(cycloheptyl)methyl)imidazo[1,2-b]pyridazin-7-yl)methyl)-2-oxopiperidine